C(CC)OC(=O)NC(C)CCCC 2-propoxycarbonylamino-hexane